tert-butyl ((1R,5S,6s)-3-azabicyclo[3.1.0]hexan-6-yl)carbamate CC(C)(C)OC(=O)NC1[C@H]2[C@@H]1CNC2